ClC=1C=C(C=CC1F)NC1=NC=NC2=CC(=C(C=C12)NC(\C=C\CN(C)C)=O)OCCCCOCCCCOCCCCCC(=O)OC(C)(C)C tert-Butyl 6-[4-[4-([4-[(3-chloro-4-fluorophenyl)amino]-6-[(2E)-4-(dimethylamino)but-2-enamido]quinazolin-7-yl]oxy)butoxy]butoxy]hexanoate